BrC1=CC(=C(C=C1)C(\C=C\C1=CC(=C(C=C1)O)O)=O)O (E)-1-(4-bromo-2-hydroxyphenyl)-3-(3,4-dihydroxyphenyl)prop-2-ene-1-one